4-bromo-3-nitrophenyl thiocyanate BrC1=C(C=C(C=C1)SC#N)[N+](=O)[O-]